FC(C(C(F)(F)F)(O)[C@]1(CN(CC1)C(C)(C)C1=NC=CC=C1)CCC1=CC=C(S1)C#N)(F)F (R)-5-(2-(3-(1,1,1,3,3,3-hexafluoro-2-hydroxypropan-2-yl)-1-(2-(pyridin-2-yl)propan-2-yl)pyrrolidin-3-yl)ethyl)thiophene-2-carbonitrile